4-(2-azaspiro[3.4]oct-2-yl)aniline C1N(CC12CCCC2)C2=CC=C(N)C=C2